COC1=NC=C(C=C1)[C@H]1CNCCC1 (S)-2-methoxy-5-(piperidin-3-yl)pyridine